ethyl 3-oxocyclobutane-1-carboxylate O=C1CC(C1)C(=O)OCC